C(#N)C=1C=C(C(=[N+](C1)[O-])C)CCOC 5-cyano-3-(2-methoxyethyl)-2-methylpyridine 1-oxide